C(C1=CC=CC=C1)OC1=CC(=C(C=C1C)C1=C(C=C(C(=C1)C)OCC1=CC=CC=C1)F)C1(CC1)O 1-(4,4'-bis(benzyloxy)-2'-fluoro-5,5'-dimethyl-[1,1'-biphenyl]-2-yl)cyclopropan-1-ol